C(CCC)C1N(S(C2=C(N(C1)C1=CC=C(C=C1)F)C=C(C(=C2)O\C=C(\C(=O)O)/F)SCC)(=O)=O)CC2=CC=C(C=C2)OC (Z)-3-((3-butyl-7-(ethylthio)-5-(4-fluorophenyl)-2-(4-methoxybenzyl)-1,1-dioxido-2,3,4,5-tetrahydro-1,2,5-benzothiadiazepin-8-yl)oxy)-2-fluoroacrylic acid